3-(((R)-7-((2S,4R)-2-(2,3-difluorophenyl)-4-(methylamino)piperidine-1-carbonyl)-7-azaspiro[4.5]dec-10-yl)methyl)-6-fluoroquinazolin-4(3H)-one FC1=C(C=CC=C1F)[C@H]1N(CC[C@H](C1)NC)C(=O)N1CC2(CCCC2)[C@@H](CC1)CN1C=NC2=CC=C(C=C2C1=O)F